OC(CCN1C(N(C(C2=CC(=CC=C12)C(F)(F)F)=O)C1=CN=CC2=CC=CC=C12)=O)(C)C 1-(3-hydroxy-3-methylbutyl)-3-(isoquinolin-4-yl)-6-(trifluoromethyl)quinazoline-2,4(1H,3H)-dione